N-cyclohexyl-N'-(2-morpholinoethyl)-carbodiimide methyl-p-toluenesulphonate COS(=O)(=O)C1=CC=C(C)C=C1.C1(CCCCC1)N=C=NCCN1CCOCC1